N=1C=CN2C=NC3=C(C21)C=CN3[C@@H]3C=C([C@H]2OC(O[C@H]23)(C)C)CCC2=CC=C3C=C(C(=NC3=C2)NCC2=CC=C(C=C2)OC)Br 7-(2-((3aS,4R,6aR)-4-(7H-Imidazo[1,2-c]pyrrolo[3,2-e]pyrimidin-7-yl)-2,2-dimethyl-3a,6a-dihydro-4H-cyclopenta[d][1,3]dioxol-6-yl)ethyl)-3-bromo-N-(4-methoxybenzyl)quinolin-2-amine